(S)-methyl (4-(4-((2-Boc-amino-2,4-dimethylpentyl)oxy)-3-((dimethylamino)methyl)phenyl)pyridin-2-yl)carbamate C(=O)(OC(C)(C)C)C([C@H](OC1=C(C=C(C=C1)C1=CC(=NC=C1)NC(OC)=O)CN(C)C)N)(CC(C)C)C